C(C)(C)(C)N(C(O)=O)C1=CC(=NN1C)NC1=CC=C2C(=N1)C(=CS2)C2=CC=NC=C2.C(CCCC)C2=CC(=C(CC(N)C)C=C2OC)OC 4-amyl-2,5-dimethoxyamphetamine tert-butyl-(1-methyl-3-((3-(pyridin-4-yl)thieno[3,2-b]pyridin-5-yl)amino)-1H-pyrazol-5-yl)carbamate